N1CNC2NCCC=C21 tetrahydro-5H-imidazo[4,5-b]pyridine